FC(C1(C(O1)(F)F)C(F)(F)F)(F)F octafluoroepoxyisobutane